C(C)(C)(C)OC(C(C)(C)N1N=CC(=C1)C1=CC(=CC=2[C@](C3=CC=CC=C3C12)(C(F)(F)F)O)OCCC(C)(C)O)=O 2-{4-[(9R)-9-hydroxy-2-(3-hydroxy-3-methylbutyloxy)-9-(trifluoromethyl)-9H-fluoren-4-yl]-1H-pyrazol-1-yl}-2-methylpropanoic acid tert-butyl ester